C(C)(C)(C)OC(=O)N1CC(C(CC1)CC(=O)N1CCC(CC1)C1=CC=C(C=C1)NC1C(NC(CC1)=O)=O)(F)F 4-[2-[4-[4-[[2,6-dioxo-3-piperidyl]amino]phenyl]-1-piperidyl]-2-oxo-ethyl]-3,3-difluoro-piperidine-1-carboxylic acid tert-butyl ester